CC=1C=C(C=C(C1)C)C(CCC(=O)O)=O 4-(3,5-dimethyl-phenyl)-4-oxo-butyric acid